(5ar,6s,7s,8r,8as)-7-((dimethylamino)methyl)-1,3-dimethoxy-5a-(4-(oxetan-3-yl)phenyl)-6-phenyl-5a,6,7,8-tetrahydro-8aH-cyclopenta[4,5]furo[3,2-c]pyridine-8,8a-diol CN(C)C[C@@H]1[C@H]([C@]2([C@](C=3C(=NC(=CC3O2)OC)OC)([C@@H]1O)O)C1=CC=C(C=C1)C1COC1)C1=CC=CC=C1